N-{[5-chloro-6-(5-methoxy-2-pyrazinyl)-2-indolyl]methyl}-2-methyl-2-oxetanecarboxamide ClC=1C=C2C=C(NC2=CC1C1=NC=C(N=C1)OC)CNC(=O)C1(OCC1)C